1-(3-((2-((3-methyl-1-(3-(pyrrolidin-1-yl)propyl)-1H-pyrazol-4-yl)amino)-5-(trifluoromethyl)pyrimidin-4-yl)amino)propyl)piperidin-2-one CC1=NN(C=C1NC1=NC=C(C(=N1)NCCCN1C(CCCC1)=O)C(F)(F)F)CCCN1CCCC1